CN(C(=NC1CCC(CC1)OC1=C2C=CC=NC2=CC(=N1)N1CCOCC1)N(C)C)C 1,1,3,3-tetramethyl-2-((1s,4s)-4-((7-morpholino-1,6-naphthyridin-5-yl)oxy)cyclohexyl)guanidine